(S,Z)-6-chloro-4-(4-(3-chloroacryloyl)morpholin-3-yl)-N-methyl-[2,4'-bipyridine]-2'-carboxamide ClC1=CC(=CC(=N1)C1=CC(=NC=C1)C(=O)NC)[C@@H]1N(CCOC1)C(\C=C/Cl)=O